cis-β-Ocimene CC(=CC/C=C(/C)\C=C)C